CC1=C(C=C(C=C1)C(=O)C)C 3,4-dimethyl-acetophenone